FC1=C(C=C2C=C(N=CC2=C1)NC(OC1CC2(C1)CCNCC2)=O)C2=C(C1=C(OCCN1)N=C2)C 7-Azaspiro[3.5]nonan-2-yl (7-fluoro-6-(8-methyl-2,3-dihydro-1H-pyrido[2,3-b][1,4]oxazin-7-yl)isoquinolin-3-yl)carbamate